N-(7-fluoro-1-oxo-2,3-dihydro-1H-inden-5-yl)acrylamide FC=1C=C(C=C2CCC(C12)=O)NC(C=C)=O